C(#N)C=1C2=C(SC1N(S(=O)(=O)C1=CC=CC3=CC=CC=C13)CC=1N=NN(C1)CC=1C=NC=CC1)CCCC2 N-(3-cyano-4,5,6,7-tetrahydrobenzo[b]thiophen-2-yl)-N-((1-(pyridin-3-ylmethyl)-1H-1,2,3-triazol-4-yl)methyl)naphthalene-1-sulfonamide